FC(CS(=O)(=O)OC1=CC=C(C=C1)OS(=O)(=O)CC(F)F)F 1,4-benzenediol bis(2,2-difluoroethanesulfonate)